(E)-N-(4-(8-(4-chloro-1,2,6-trimethyl-1H-benzo[d]imidazol-5-yl)-1-propylindolizine-3-carbonyl)-2,6-difluorophenyl)-4-(((1r,4r)-4-methoxycyclohexyl)amino)but-2-enamide ClC1=C(C(=CC=2N(C(=NC21)C)C)C)C2=CC=CN1C(=CC(=C21)CCC)C(=O)C2=CC(=C(C(=C2)F)NC(\C=C\CNC2CCC(CC2)OC)=O)F